ClC1=CC(=NC(=C1O)Cl)C(=O)NC1=NNC=C1C(NCC1=C(C=CC=C1)C(F)(F)F)=O 4,6-dichloro-5-hydroxy-N-(4-((2-(trifluoromethyl)benzyl)carbamoyl)-1H-pyrazol-3-yl)pyridinecarboxamide